N-((3S,4R)-3-fluoro-1-(4-((2-fluoro-3-methyl-4-((1-methyl-1H-benzo[d][1,2,3]triazol-5-yl)oxy)phenyl)amino)pyrido[3,2-d]pyrimidin-6-yl)piperidin-4-yl)acrylamide F[C@H]1CN(CC[C@H]1NC(C=C)=O)C=1C=CC=2N=CN=C(C2N1)NC1=C(C(=C(C=C1)OC1=CC2=C(N(N=N2)C)C=C1)C)F